p-Hydroxyphenylacetonitrile OC1=CC=C(C=C1)CC#N